C(CCCCC)C(C(=O)O)CCCCCCCC 2-Hexyl-1-decanoic acid